C[C@H]1[C@@H](NC1)CO [(2R,3R)-3-methylazetidin-2-yl]methanol